(S)-N-((1-(1-(Benzo[b]thiophen-2-yl)-4-(hydroxyamino)-4-oxobutan-2-yl)-1H-1,2,3-triazol-4-yl)methyl)-4-fluorobenzamid S1C2=C(C=C1C[C@H](CC(=O)NO)N1N=NC(=C1)CNC(C1=CC=C(C=C1)F)=O)C=CC=C2